C1(CC1)C1=NC(=CC(=C1)C1=NN(C(=N1)C)/C=C(/C(=O)O)\C=1C=NC=NC1)C(F)(F)F (E)-3-(3-(2-cyclopropyl-6-(trifluoromethyl)pyridin-4-yl)-5-methyl-1H-1,2,4-triazole-1-yl)-2-(pyrimidin-5-yl)acrylic acid